FC(C(C(S(=O)(=O)O)(F)F)(F)F)(F)F Heptafluoropropanesulfonic acid